(S)-3-(methylamino)tetrahydrothiophene 1,1-dioxide CN[C@@H]1CS(CC1)(=O)=O